2-ethyl-4-methoxymethyl-3,5,6-trifluorobenzyl (1R)-cis-3-[(Z)-2-chloro-3,3,3-trifluoro-1-propenyl]-2,2-dimethylcyclopropanecarboxylate Cl\C(=C/[C@@H]1C([C@@H]1C(=O)OCC1=C(C(=C(C(=C1F)F)COC)F)CC)(C)C)\C(F)(F)F